COC1=CC=C(CN2N=CN=C2C(=O)N(C)C)C=C1 1-(4-methoxybenzyl)-N,N-dimethyl-1H-1,2,4-triazole-5-carboxamide